FC(S(=O)(=O)C1=CC=C(CN2CCC3(CN(C3)C(=O)N3CC4(C3)NC(CC4)=O)CC2)C=C1)(F)F 2-[7-(4-trifluoromethanesulfonyl-benzyl)-2,7-diazaspiro[3.5]nonane-2-carbonyl]-2,5-diazaspiro[3.4]octan-6-one